C(C)NC1=NC(=C(C(=N1)C=1OC=CC1)C(=O)OCC)SC ethyl 2-(ethylamino)-4-(2-furanyl)-6-methylsulfanyl-pyrimidine-5-carboxylate